4-methyl-N-{[1,3]thiazolo[5,4-b]pyridin-6-yl}piperidine-4-carboximidamide CC1(CCNCC1)C(NC=1C=C2C(=NC1)SC=N2)=N